NC(C([C@H](CCCCNC(OCC1=CC=CC=C1)=O)NC(OC(C)(C)C)=O)O)=O benzyl tert-butyl ((5S)-7-amino-6-hydroxy-7-oxoheptane-1,5-diyl)dicarbamate